FC(C1(CN(CC1)C(=O)OC(C)(C)C)C(N(C)C)=O)F tert-butyl 3-(difluoromethyl)-3-(dimethylcarbamoyl)pyrrolidine-1-carboxylate